O1CCC(CC1)C=C 1-(tetrahydro-2H-pyran-4-yl)-ethylene